2-amino-6-chloro-7-(cyclopropyl-methyl)-9-(4-methoxybenzyl)-7,9-dihydro-8H-purin-8-one NC1=NC(=C2N(C(N(C2=N1)CC1=CC=C(C=C1)OC)=O)CC1CC1)Cl